C(=O)(C=C)N1CC2(CN(C2)C=2C=CC(=NC2)C=2C=3N(C=C(C2)C=2C=NN(C2)C)N=CC3C#N)C1 4-(5-(6-acryl-2,6-diazaspiro[3.3]heptan-2-yl)pyridin-2-yl)-6-(1-methyl-1H-pyrazol-4-yl)pyrazolo[1,5-a]pyridine-3-carbonitrile